N1C=C(C=2C1=NC=CC2)C2=NC(=NC=C2)N 1H-pyrrolo[2,3-b]pyridin-3-ylpyrimidin-2-amine